N[C@H]1CN(CCC1)C(=O)C1=CC=2N(C=C1)C(=C(N2)C=2N(C1=CC=CC=C1C2)CC2=NC=CC=C2)C (R)-(3-Aminopiperidin-1-yl)(3-methyl-2-(1-(pyridin-2-ylmethyl)-1H-indol-2-yl)imidazo[1,2-a]pyridin-7-yl)methanone